N(N)C1=C2N=CN(C2=NC=N1)C1=NC=CC(=C1)C 6-hydrazinyl-9-(4-methylpyridin-2-yl)-9H-purine